4-bromo-N1-ethyl-3-methylbenzene-1,2-diamine BrC=1C(=C(C(=CC1)NCC)N)C